2,6-diacetylpyridin-4-amine C(C)(=O)C1=NC(=CC(=C1)N)C(C)=O